4-(4-(4-carbamoyl-3,5-dimethyl-1H-pyrazol-1-yl)pyrimidin-2-yl)piperazine-1-carboxylic acid tert-butyl ester C(C)(C)(C)OC(=O)N1CCN(CC1)C1=NC=CC(=N1)N1N=C(C(=C1C)C(N)=O)C